O.[Cu] COPPER WATER